ethyl 2-(4-{[acetyl (cyclopropyl) amino] methyl} piperidin-1-yl)-6-azaspiro[3.4]octane-6-carboxylate C(C)(=O)N(C1CC1)CC1CCN(CC1)C1CC2(C1)CN(CC2)C(=O)OCC